C(CC)(O)O propane-1,1-diol